6-Bromo-4-chloro-7-fluoro-1H-indole-2-carboxylic acid BrC1=CC(=C2C=C(NC2=C1F)C(=O)O)Cl